17-palmitoleoyloxy-heptadecanoic acid C(CCCCCCC\C=C/CCCCCC)(=O)OCCCCCCCCCCCCCCCCC(=O)O